[2-(methacryloyloxy)-ethyl]trimethylammonium C(C(=C)C)(=O)OCC[N+](C)(C)C